4-ISOPROPOXY-2-(TRIFLUOROMETHYL)PHENYLBORONIC ACID C(C)(C)OC1=CC(=C(C=C1)B(O)O)C(F)(F)F